FC1=CC=C2C3=C(NC2=C1)C(=NC=C3)C3=CN=CN3 7-fluoro-1-(1H-imidazol-5-yl)-9H-pyrido[3,4-b]indole